1,4-difluoropyromellitic acid FC1(C(=O)O)C(C(=O)O)=CC(C(=O)O)(C(C(=O)O)=C1)F